1-(2,6-dibromophenyl)-1H-benzo[d]imidazole BrC1=C(C(=CC=C1)Br)N1C=NC2=C1C=CC=C2